NC1=CC=C(C=C1)C1=NN(C2=NC=NC(=C21)N)C2CCOCC2 3-(4-Aminophenyl)-1-(tetrahydro-2H-pyran-4-yl)-1H-pyrazolo[3,4-d]pyrimidin-4-ylamine